ethyl-1-(2-(1-methylethyl)pyrazolo(1,5-a)pyridin-3-yl)1-propanone C(C)C(C(=O)C=1C(=NN2C1C=CC=C2)C(C)C)C